CC1(N(CC12CCCCC2)C(=O)[O-])OS(=O)(=O)C methyl-methanesulfonyloxy-2-azaspiro[3.5]nonane-2-carboxylate